N-(2-hydroxy-5-(1-oxo-6-(2-(piperidin-1-yl)-4-(trifluoromethyl)phenyl)-3,4-dihydroisoquinolin-2(1H)-yl)phenyl)methanesulfonamide OC1=C(C=C(C=C1)N1C(C2=CC=C(C=C2CC1)C1=C(C=C(C=C1)C(F)(F)F)N1CCCCC1)=O)NS(=O)(=O)C